FC1=C(C(=O)OC)C=CC=C1N1N=C(C=CC1=O)C(N[C@H](C)C1=CC(=CC(=C1)C(F)(F)F)[N+](=O)[O-])=O methyl (R)-2-fluoro-3-(3-((1-(3-nitro-5-(trifluoromethyl)phenyl)ethyl)carbamoyl)-6-oxopyridazin-1(6H)-yl)benzoate